C(C)P(CC)CC triethylphosphan